tert-Butyl ((4-methyl-2-(((R)-6-oxohexan-2-yl)oxy)phenyl)sulfonyl)-L-prolinate CC1=CC(=C(C=C1)S(=O)(=O)N1[C@@H](CCC1)C(=O)OC(C)(C)C)O[C@H](C)CCCC=O